ClC1=NC(=C(C(=N1)CC1(CCCC2=CC=CC=C12)C(=O)OC)[N+](=O)[O-])Cl Methyl 1-((2,6-dichloro-5-nitropyrimidin-4-yl)methyl)-1,2,3,4-tetrahydronaphthalene-1-carboxylate